1-((4,8,11-tris(carboxymethyl)-1,4,8,11-tetraazacyclotetradec-1-yl)methyl)isoquinoline 2-oxide C(=O)(O)CN1CCN(CCCN(CCN(CCC1)CC(=O)O)CC(=O)O)CC1=[N+](C=CC2=CC=CC=C12)[O-]